N1N=CC2=CC(=CC=C12)C#CC1=NC(=NC=C1)C1=NC(=NC=C1)NCC1=CC2=C(OC(O2)(F)F)C=C1 ((1H-indazol-5-yl)ethynyl)-N-((2,2-difluorobenzo[d][1,3]dioxol-5-yl)methyl)-[2,4'-bipyrimidin]-2'-amine